4-((7-bromo-1,1-dioxo-3-oxo-2,3-dihydro-4H-benzo[e][1,2,4]thiadiazin-4-yl)methyl)-N-hydroxybenzoamide BrC1=CC2=C(N(C(NS2(=O)=O)=O)CC2=CC=C(C(=O)NO)C=C2)C=C1